1,3,5-benzenetricarboxylic acid tris(4-sec-butylcyclohexylamide) C(C)(CC)C1CCC(CC1)NC(=O)C1=CC(=CC(=C1)C(=O)NC1CCC(CC1)C(C)CC)C(=O)NC1CCC(CC1)C(C)CC